ClC=1C=C(OC2C(C(C2(C)C)C(C(O)=O)(C)C)(C)C)C=CC1C#N 2-((1r,3r)-3-(3-chloro-4-cyanophenoxy)-2,2,4,4-tetramethylcyclobutyl)-1-oxoisobutanol